4-hydroxy-4-(4-nitrophenyl)butan-2-one OC(CC(C)=O)C1=CC=C(C=C1)[N+](=O)[O-]